N-[2-(2-aminoethoxy)ethyl]-2-ethyl-4-[[3-[1-(2-fluoroethyl)-3-(trifluoromethyl)pyrazol-4-yl]imidazo[1,2-a]pyrazin-8-yl]amino]benzamide formate C(=O)O.NCCOCCNC(C1=C(C=C(C=C1)NC=1C=2N(C=CN1)C(=CN2)C=2C(=NN(C2)CCF)C(F)(F)F)CC)=O